C(CCC\C=C/C\C=C/C\C=C/C\C=C/CCCCC)(=O)O (5Z,8Z,11Z,14Z)-cosa-5,8,11,14-tetraenoic acid